BrC=1C=C2CCN(C(C2=CC1)=O)C1CCNCC1 6-bromo-2-(piperidin-4-yl)-3,4-dihydroisoquinolin-1(2H)-one